3-Chlorobenzyl ((13S,16S)-17-cyclohexyl-13-(methoxy(methyl)carbamoyl)-9-methyl-10,15-dioxo-3,6-dioxa-9,14-diazaheptadecan-16-yl)carbamate C1(CCCCC1)C[C@@H](C(N[C@@H](CCC(N(CCOCCOCC)C)=O)C(N(C)OC)=O)=O)NC(OCC1=CC(=CC=C1)Cl)=O